(E)-3-(1-(cyclopropylmethyl)-2-(2-nitroprop-1-en-1-yl)-1H-indol-7-yl)azetidine-1-carboxylic acid tert-butyl ester C(C)(C)(C)OC(=O)N1CC(C1)C=1C=CC=C2C=C(N(C12)CC1CC1)\C=C(/C)\[N+](=O)[O-]